ClC=1C=C(C=CC1Cl)[C@@H]1N(CC[C@H]1CC(C1=CC=CC=C1)=O)C1=CC=C(C=C1)OC (2R,3S)-2-(3,4-dichlorophenyl)-1-(4-methoxyphenyl)-3-(2-oxo-2-phenylethyl)pyrrolidine